thallium-indium [In].[Tl]